CC1(CCC1)C(=O)O 1-Methylcyclobutane-1-carboxylic acid